C(C)OC([C@@H](ON1[C@@H]2C=C([C@H](N(C1=O)C2)C(NCC#N)=O)C)F)=O (2S)-2-fluoro-2-[[(2S,5R)-2-(cyanomethylcarbamoyl)-3-methyl-7-oxo-1,6-diazabicyclo[3.2.1]oct-3-en-6-yl]oxy]acetic acid ethyl ester